C(C)N1C=NC2=C1N=NC=C2C2=CC(=C(C=C2)F)C2=CC1=CN(N=C1C=C2OC)C2COC2 7-ethyl-4-(4-fluoro-3-(6-methoxy-2-(oxetan-3-yl)-2H-indazol-5-yl)phenyl)-7H-Imidazo[4,5-c]pyridazine